6-amino-N-(2,3-dihydro-1H-inden-2-yl)-4-((4-fluoro-2-hydroxyphenyl)amino)picolinamide NC1=CC(=CC(=N1)C(=O)NC1CC2=CC=CC=C2C1)NC1=C(C=C(C=C1)F)O